C1N(CC[C@]12NCCCC2)C2=C1C(=NC=C2)N(C=C1C=1SC=CN1)COCC[Si](C)(C)C 2-[[4-[(5S)-2,6-diazaspiro[4.5]decan-2-yl]-3-thiazol-2-yl-pyrrolo[2,3-b]pyridin-1-yl]methoxy]ethyl-trimethyl-silane